O.Cl.C(C)(=O)OCC=1C=C2C=C(C(OC2=CC1)=O)C(=O)OC1=C(C=CC=C1)CCN.NCCC1=C(C=CC=C1)OC(=O)C=1C(OC2=CC=C(C=C2C1)COC(C)=O)=O.Cl 2-(Aminoethyl)phenyl 6-(acetoxymethyl)-2-oxo-2H-chromene-3-carboxylate hydrochloride hemihydrate